COCC=1C=C(OCC(=O)O)C=CC1[N+](=O)[O-] 2-(3-(methoxymethyl)-4-nitrophenoxy)acetic acid